NC=1C2=C(N=CN1)NC=C2C2=CC(=C(CNC1=C(C(=O)N[C@@H](C)C3=CC=C(C=C3)F)C=C(C=N1)C#N)C=C2)F (S)-2-(4-(4-amino-7H-pyrrolo[2,3-d]pyrimidin-5-yl)-2-fluorobenzylamino)-5-cyano-N-(1-(4-fluorophenyl)ethyl)nicotinamide